3-(4-bromo-3-ethyl-2-oxo-2,3-dihydro-1H-benzo[d]imidazol-1-yl)piperidine-2,6-dione BrC1=CC=CC=2N(C(N(C21)CC)=O)C2C(NC(CC2)=O)=O